NC=1C(N(N=CC1[N+](=O)[O-])COCC1=CC=CC=C1)=O 4-amino-2-[(benzyloxy)methyl]-5-nitro-2,3-dihydropyridazin-3-one